8-methyl-6-(trifluoromethyl)-9H-pyrido[2',3':4,5]pyrrolo[2,3-d]pyrimidin-4-amine CC1=CC(=NC2=C1NC=1N=CN=C(C12)N)C(F)(F)F